C(C=C)(=O)N1[C@H]([C@H](OCC1)CNC1=C2C(=NC=C1)NC=C2)C 4-((((2R,3S)-4-acryloyl-3-methylmorpholin-2-yl)methyl)amino)-1H-pyrrolo[2,3-b]pyridine